6-{(1r,5s)-3'-[(5-cyclopropyl-3-(2,6-dichlorophenyl)isoxazol-4-yl)methoxy]-3-azaspiro[bicyclo[3.3.1]nonane-9,1'-cyclobutan]-3-yl}benzo[d]isothiazole-3-carboxylic acid C1(CC1)C1=C(C(=NO1)C1=C(C=CC=C1Cl)Cl)COC1CC2(C1)[C@@H]1CN(C[C@H]2CCC1)C1=CC2=C(C(=NS2)C(=O)O)C=C1